N1N=C(C=C1)C1=NC=CC=C1 2-(1H-pyrazol-3-yl)pyridine